N1-(4-(1,2,4,5-tetrazin-3-yl)benzyl)-N5-(4-(((8-amino-3,6,10,13,16,19-hexaazabicyclo[6.6.6]icosan-1-yl)amino)methyl)benzyl)glutaramide N1=NC(=NN=C1)C1=CC=C(CNC(CCCC(=O)NCC2=CC=C(C=C2)CNC23CNCCNCC(CNCCNC2)(CNCCNC3)N)=O)C=C1